CC1=C(C2=C(N=N1)SC1=C2N=CN=C1NCC1=CC=C(C=C1)C(C)(OC([2H])([2H])[2H])C)C 3,4-dimethyl-N-[[4-[1-methyl-1-(trideuteriomethoxy)ethyl]phenyl]methyl]pyrimido[4',5':4,5]thieno[2,3-c]pyridazin-8-amine